(4R,5S,7R,8R,9S,10R)-7-(hydroxymethyl)-4-((Z)-((2-hydroxynaphthalen-1-yl)methylene)amino)-9-(4-(3,4,5-trifluorophenyl)-1H-1,2,3-triazol-1-yl)-1,6-dioxaspiro[4.5]decane-8,10-diol OC[C@H]1O[C@@]2([C@@H](CCO2)\N=C/C2=C(C=CC3=CC=CC=C23)O)[C@@H]([C@H]([C@H]1O)N1N=NC(=C1)C1=CC(=C(C(=C1)F)F)F)O